(2S)-4-[(tert-butoxy)carbonyl]-6-oxo-1,4-oxazepane-2-carboxylic acid C(C)(C)(C)OC(=O)N1C[C@H](OCC(C1)=O)C(=O)O